O[C@H]1C[C@@H](O[C@@H]1CO)N1C(NC(C(=C1)I)=O)=O 1-[(2R,4S,5R)-4-hydroxy-5-(hydroxymethyl)oxolan-2-yl]-5-iodo-1,2,3,4-tetrahydropyrimidine-2,4-dione